Calcium Distearate C(CCCCCCCCCCCCCCCCC)(=O)[O-].C(CCCCCCCCCCCCCCCCC)(=O)[O-].[Ca+2]